C[C@H]1N(C[C@H]1N1CCN(CC1)C(=O)OC(C)(C)C)C1=NC(=NC(=C1)N1CCC2(CCC(N2C)=O)CC1)C(F)(F)F tert-Butyl 4-((2R,3R)-2-methyl-1-(6-(1-methyl-2-oxo-1,8-diazaspiro[4.5]decan-8-yl)-2-(trifluoromethyl)pyrimidin-4-yl)azetidin-3-yl)piperazine-1-carboxylate